6-(5-methyl-1H-pyrazol-4-yl)-N-(4-(pyrrolidin-1-ylmethyl)pyridin-2-yl)benzo[d]thiazol-2-amine CC1=C(C=NN1)C1=CC2=C(N=C(S2)NC2=NC=CC(=C2)CN2CCCC2)C=C1